CC=1C2=C(SC1)CCCC2CN (3-methyl-4,5,6,7-tetrahydrobenzo[b]thiophen-4-yl)methanamine